(1R,5S,6s)-6-ethynyl-3-azabicyclo[3.1.0]hexane-3-carboxylic acid tert-butyl ester C(C)(C)(C)OC(=O)N1C[C@@H]2C([C@@H]2C1)C#C